C1(CC1)C1=NN(C2=C1N(C(C=C2)=O)C2=CC(=C(C=C2)S(=O)(=O)C)C)C2OCCCC2 3-cyclopropyl-4-(3-methyl-4-methylsulfonyl-phenyl)-1-tetrahydropyran-2-yl-pyrazolo[4,3-b]pyridin-5-one